6-(4-methoxyphenyl)-5-(2-methoxypyrimidin-4-ylamino)-2,3-diphenyl-pyrazolo[1,5-a]pyrimidin-7(4H)-one COC1=CC=C(C=C1)C1=C(NC=2N(C1=O)N=C(C2C2=CC=CC=C2)C2=CC=CC=C2)NC2=NC(=NC=C2)OC